2-carboxy-5-(5-(trifluoromethyl)thiophen-2-yl)pyridine 1-oxide C(=O)(O)C1=[N+](C=C(C=C1)C=1SC(=CC1)C(F)(F)F)[O-]